C1(CC1)C=1OC2=C(N1)C=C(C=C2)C#C 2-cyclopropyl-5-ethynyl-benzo[d]oxazole